C12(CC3CC(CC(C1)C3)C2)NC2=CC=C(C(=O)O)C=C2 4-(1-adamantylamino)benzoic acid